C(C)(=O)N=C(N)NCCC(=O)O 3-{[(acetylimino)-(amino)methyl]amino}-propanoic acid